tertbutyl triethylsilyl carbonate C(OC(C)(C)C)(O[Si](CC)(CC)CC)=O